(3-sulfamoylphenyl)boronic acid S(N)(=O)(=O)C=1C=C(C=CC1)B(O)O